lithium lithium (E)-3-(4-(3-(4-(tert-butoxycarbonyl)piperazin-1-yl)propoxy)styryl)isonicotinate C(C)(C)(C)OC(=O)N1CCN(CC1)CCCOC1=CC=C(/C=C/C2=C(C(=O)[O-])C=CN=C2)C=C1.[Li+].[Li+].C(C)(C)(C)OC(=O)N1CCN(CC1)CCCOC1=CC=C(/C=C/C2=C(C(=O)[O-])C=CN=C2)C=C1